5-[7-(aminocarbonyl)-2H-indazole-2-yl]-1,2,3,4-tetrahydroisoquinolinium NC(=O)C1=CC=CC2=CN(N=C12)C1=C2CC[NH2+]CC2=CC=C1